COCCOCCOCCSC 2,5,8-trioxa-11-thiadodecane